silylene-bis(2,4,7-trimethylinden-1-yl)hafnium [SiH2]=[Hf](C1C(=CC2=C(C=CC(=C12)C)C)C)C1C(=CC2=C(C=CC(=C12)C)C)C